CC(C#C)(CCC[C@@H](CCC[C@@H](CCCC(C)C)C)C)O (7R,11R)-3,7,11,15-tetramethylhexadec-1-yn-3-ol